1,4-dimethyl-5-nitroimidazole CN1C=NC(=C1[N+](=O)[O-])C